CC1=CC=C(C=C1)S(=O)(=O)NC1CN(C1)C=1C(=C(C(=O)OC)C=CC1)N1C=CC=C1 Methyl 3-(3-((4-methylphenyl)sulfonamido)azetidin-1-yl)-2-(1H-pyrrol-1-yl)benzoate